ClC=1C(=C2C=NNC2=CC1F)C(=O)N1CCCC2=C1N=C(N=C2N2CCNCC2)OC2=C1CCN(CC1=CC=C2)C (5-chloro-6-fluoro-1H-indazol-4-yl)(2-((2-methyl-1,2,3,4-tetrahydroisoquinolin-5-yl)oxy)-4-(piperazin-1-yl)-6,7-dihydropyrido[2,3-d]pyrimidin-8(5H)-yl)methanone